C(#N)C1=C(C=C(C=C1)B(O)O)OC (4-cyano-3-methoxy-phenyl)boronic acid